ethylene glycol butylvinyl ether C(CCC)C=COCCO